CC=1C=C(CNC2=C(C(=O)O)C(=CC=N2)NC2=CC(=C3N(O2)C2(NO3)CCCCC2)C)C=CC1C ((3,4-dimethylbenzyl)amino)-4-((8'-methyl-1',5'-dioxa-1',5'-dihydro-2'H-spiro[cyclohexane-1,3'-imidazo[1,5-a]pyridin]-6'-yl)amino)nicotinic acid